nonaene-3,5-dione C=CC(CC(CCCC)=O)=O